Dichloro-1,4,7,10-tetraazabicyclo[5.5.2]tetradecane Manganese(II) [Mn+2].ClN1CCN2CCN(CCN(CC1)CC2)Cl